5-(1-methyl-1H-pyrazol-3-yl)-7H-pyrrolo[2,3-d]Pyrimidine-4-amine CN1N=C(C=C1)C1=CNC=2N=CN=C(C21)N